Methyl 2-[[4-[6-[(4-ethynyl-2-fluoro-phenyl)methoxy]-2-pyridyl]-2,5-difluorophenyl]methyl]-3-[[(2S)-oxetan-2-yl]methyl]benzimidazole-5-carboxylate C(#C)C1=CC(=C(C=C1)COC1=CC=CC(=N1)C1=CC(=C(C=C1F)CC=1N(C2=C(N1)C=CC(=C2)C(=O)OC)C[C@H]2OCC2)F)F